C(CCC)(=O)N[C@H]1C(O)(O[C@@H]([C@H]([C@@H]1OCC1=CC=CC=C1)O)CO)CC1=CC=CC=C1 2-N-butyryl-1,3-O-dibenzyl-D-glucosamine